5-benzyl-1,3-bis(trifluoromethyl)benzene C(C1=CC=CC=C1)C=1C=C(C=C(C1)C(F)(F)F)C(F)(F)F